FC1=C2C(=NN=C(C2=C(C(=C1F)F)F)C1=C(C=C(C=C1)C(F)(F)F)C(F)(F)F)C1=CC=CC=C1 5,6,7,8-tetrafluoro-1-(2,4-bistrifluoromethylphenyl)-4-phenylphthalazine